ClC1=C(C=C(C=C1OC)OC)C1=CC=2C(=NC(=NC2)NC)N2C1=NC(=N2)CCOC2CN(C2)C(C=C)=O 1-(3-(2-(4-(2-chloro-3,5-dimethoxy-phenyl)-8-(methylamino)-[1,2,4]triazolo[1',5':1,6]pyrido[2,3-d]pyrimidin-2-yl)ethoxy)azetidin-1-yl)prop-2-en-1-one